4-thiopseudouridine [C@@H]1([C@H](O)[C@H](O)[C@@H](CO)O1)C1=CNC(=O)NC1=S